6-(2-(2-(azepan-1-yl)pyridin-4-yl)-2-hydroxyacetyl)-2-(1-phenylcyclopropyl)-5,6,7,8-tetrahydropyrido[4,3-d]pyrimidin-4(3H)-one N1(CCCCCC1)C1=NC=CC(=C1)C(C(=O)N1CC2=C(N=C(NC2=O)C2(CC2)C2=CC=CC=C2)CC1)O